C(C1=CC=CC=C1)OC(=O)N1CC2=C(CC1)NN=C2 1,4,6,7-tetrahydro-5H-pyrazolo[4,3-c]pyridine-5-carboxylic acid benzyl ester